4-(tert-butyldimethylsilyl)oxo-1-butanal [Si](C)(C)(C(C)(C)C)CCC(C=O)=O